(2S,4S)-N-(3,4-Difluorophenyl)-N-ethyl-4-(methyl(oxetan-3-yl)amino)-1-(6-methyl-4-(trifluoromethyl)pyridin-2-yl)pyrrolidine-2-carboxamide FC=1C=C(C=CC1F)N(C(=O)[C@H]1N(C[C@H](C1)N(C1COC1)C)C1=NC(=CC(=C1)C(F)(F)F)C)CC